4-acetylamino-6-(4-bromo-2,3,6-trifluorophenyl)-3-chloro-pyridine-2-carboxylic acid methyl ester COC(=O)C1=NC(=CC(=C1Cl)NC(C)=O)C1=C(C(=C(C=C1F)Br)F)F